C(CCCCCCC)C1=CC=2C3=CC=CC=C3C3=CC=CC=C3C2C=C1 2-Octyltriphenylene